COC(=O)C1=C(C=NC=C1)NC[C@@H]1CCOC2=C1C=CC(=C2)C2=C(C=CC=C2)O 3-({[(4R)-7-(2-hydroxyphenyl)-3,4-dihydro-2H-1-benzopyran-4-yl]methyl}amino)pyridine-4-carboxylic acid methyl ester